NC(C(=O)O)C(C=O)O 2-amino-3-hydroxy-4-oxobutanoic acid